tert-butyl 4-(5-ethyl-4-(2-((2-methyl-4-(trifluoromethyl)phenyl)amino)-2-oxoethyl)-2-morpholino-7-oxo-4,7-dihydro-[1,2,4]triazolo[1,5-a]pyrimidin-6-yl)piperazine-1-carboxylate C(C)C=1N(C=2N(C(C1N1CCN(CC1)C(=O)OC(C)(C)C)=O)N=C(N2)N2CCOCC2)CC(=O)NC2=C(C=C(C=C2)C(F)(F)F)C